CC1=NC(=CC(=N1)C=CC=O)C 3-(2,6-dimethylpyrimidin-4-yl)prop-2-en-1-one